CC=1C=C(SC1C)C(=O)N[C@@H]1CN[C@H](CC1)C=1OC(=NN1)OCCOC(F)(F)F 4,5-dimethyl-N-[(3S,6R)-6-{5-[2-(trifluoro-methoxy)ethoxy]-1,3,4-oxadiazol-2-yl}piperidin-3-yl]thiophene-2-carboxamide